C(CCCCC)NC(C(=O)O)CC(=O)C.C(CCCCC)OC(C(CC(=O)C)N)=O aminolevulinic acid hexyl ester (hexyl aminolevulinate)